C1[C@@H]2N(CCN1)C[C@@H](C2)O (7R,8aR)-octahydro-pyrrolo[1,2-a]pyrazin-7-ol